ClC=1C=C(C=CC1F)C1=CSC2=C1C(N(C=C2)CC(=O)N2CC(C2)(C)OC)=O 3-(3-chloro-4-fluorophenyl)-5-(2-(3-methoxy-3-methylazetidin-1-yl)-2-oxoethyl)thieno[3,2-c]pyridin-4(5H)-one